ClC1=CC=C(C=C1)CC(=O)NC=1C=NC=CC1C(=O)O 3-{[(4-chlorophenyl)acetyl]amino}-4-picolinic acid